2-({4-[2-(4-Chloro-2-fluorophenyl)-2-methyl-1,3-benzodioxol-4-yl]piperidin-1-yl}methyl)-1-[2-(dimethylamino)ethyl]-1H-benzimidazole-6-carboxylic acid ClC1=CC(=C(C=C1)C1(OC2=C(O1)C=CC=C2C2CCN(CC2)CC2=NC1=C(N2CCN(C)C)C=C(C=C1)C(=O)O)C)F